rac-(7S)-7-tert-butyl-N-[rac-(1R)-3-(4-hydroxy-1-piperidyl)-1-[4-(6-oxo-1H-pyridin-3-yl)phenyl]propyl]-5,6,7,8-tetrahydrothiazolo[5,4-b]quinoline-2-carboxamide C(C)(C)(C)[C@@H]1CC=2C=C3C(=NC2CC1)SC(=N3)C(=O)N[C@H](CCN3CCC(CC3)O)C3=CC=C(C=C3)C3=CNC(C=C3)=O |r|